ClC1=CC(=CC=2NC(=NC21)C(Cl)(Cl)Cl)Cl 4,6-dichloro-2-(trichloromethyl)-1H-benzimidazole